2-[[(3R)-1-Ethyl-3-piperidyl]amino]-5-[2-hydroxy-6-methyl-4-(trifluoromethyl)phenyl]oxazolo[4,5-b]pyridine-7-carbonitrile C(C)N1C[C@@H](CCC1)NC=1OC=2C(=NC(=CC2C#N)C2=C(C=C(C=C2C)C(F)(F)F)O)N1